C(C)(C)(C)OC(CN1CN(C2=CC(=CC=C2C1=O)S(=O)(=O)N1CCC(CC1)C1=CC=C(C=C1)OCCOCCOCCOCCOCCOCCOCCOS(=O)(=O)C1=CC=C(C)C=C1)C(=O)OC(C)(C)C)=O tert-butyl 3-(2-(tert-butoxy)-2-oxoethyl)-4-oxo-7-((4-(4-((20-(tosyloxy)-3,6,9,12,15,18-hexaoxaicosyl)oxy)phenyl)piperidin-1-yl)sulfonyl)-3,4-dihydroquinazoline-1(2H)-carboxylate